N-(5-((1R,5S)-1-(2,5-difluorophenyl)-2-azabicyclo[3.1.0]hexan-2-yl)pyrazolo[1,5-a]pyrimidin-3-yl)picolinamide FC1=C(C=C(C=C1)F)[C@@]12N(CC[C@H]2C1)C1=NC=2N(C=C1)N=CC2NC(C2=NC=CC=C2)=O